The molecule is a phosphatidylcholine 28:1 in which the acyl groups specified at positions 1 and 2 are decanoyl and (9Z-octadecenoyl respectively. It is a phosphatidylcholine 28:1 and a decanoate ester. It derives from an oleic acid. CCCCCCCCCC(=O)OC[C@H](COP(=O)([O-])OCC[N+](C)(C)C)OC(=O)CCCCCCC/C=C\\CCCCCCCC